C1(CC1)C1=CN=C(S1)N 5-cyclopropyl-1,3-thiazol-2-amine